CC(CNC(CCCC(=O)ON1C(CCC1=O)=O)=O)(C)SSC1=NC=CC=C1 (2,5-dioxopyrrolidin-1-yl) 5-[[2-methyl-2-(2-pyridyldisulfanyl) propyl] amino]-5-oxo-pentanoate